C/C=C(\\C)/C(=O)O[C@H]1[C@@]2(C[C@@]3([C@]1([C@H](C4=C5[C@H](C(=O)O[C@H]([C@@]5(CC[C@@H]4[C@@]3([C@H]2CC(=O)OC)C)C)C6=COC=C6)O)OC(=O)C)OC(=O)C)OC(=O)C)C The molecule is a limonoid with a phragmalin skeleton isolated from the leaves of Trichilia connaroides. It has a role as a plant metabolite. It is a delta-lactone, an acetate ester, a bridged compound, a member of furans, a limonoid, an organic heteropentacyclic compound, an enoate ester and a methyl ester. It derives from a tiglic acid.